3-[[1-[[5-[[5-(2-fluoro-4-pyridinyl)-indan-4-yl]amino]-1-(2-trimethylsilylethoxymethyl)-1,2,4-triazol-3-yl]sulfonyl]-4-piperidinyl]-methyl-amino]propan-1-ol FC1=NC=CC(=C1)C=1C(=C2CCCC2=CC1)NC1=NC(=NN1COCC[Si](C)(C)C)S(=O)(=O)N1CCC(CC1)N(CCCO)C